2-(2,6-dioxopiperidin-3-yl)-5-fluoro-6-[4-(hydroxymethyl)piperidin-1-yl]isoindole-1,3-dione O=C1NC(CCC1N1C(C2=CC(=C(C=C2C1=O)F)N1CCC(CC1)CO)=O)=O